methyl 2-((5-((tert-butoxycarbonyl)amino)pentyl)amino)-3-nitrobenzoate C(C)(C)(C)OC(=O)NCCCCCNC1=C(C(=O)OC)C=CC=C1[N+](=O)[O-]